4-(N-(benzo[d]thiazol-2-ylmethyl)-2-(N-((4-(trifluoromethyl)pyridin-3-yl)methyl)-(2,3,4,5,6-pentafluoro-phenyl)sulfonamido)acetamido)-3-methoxybenzoic acid S1C(=NC2=C1C=CC=C2)CN(C(CN(S(=O)(=O)C2=C(C(=C(C(=C2F)F)F)F)F)CC=2C=NC=CC2C(F)(F)F)=O)C2=C(C=C(C(=O)O)C=C2)OC